S1C(=NC2=C1C=CC=C2)NC(=O)C=2C=CC=C1CCN(CC21)C2=CC=C(C(=N2)C(=O)O)C2=C(C(=CC=C2)S(N(C2C1CC3CC(CC2C3)C1)C)(=O)=O)C 6-[8-(1,3-benzothiazol-2-ylcarbamoyl)-3,4-dihydroisoquinolin-2(1H)-yl]-3-(2-methyl-3-{methyl[tricyclo[3.3.1.13,7]dec-2-yl]sulfamoyl}phenyl)pyridine-2-carboxylic acid